2-bromo-N-(4-bromo-2-hydroxyphenyl)-2-methylpropionamide BrC(C(=O)NC1=C(C=C(C=C1)Br)O)(C)C